lauryl-N3,N3-dimethylpropane-1,3-diamine C(CCCCCCCCCCC)C(CCN(C)C)N